ClC=1C=C2C=NN(C2=CC1N1CCC(CC1)N1CC(C1)(F)F)C=1C=NN(C1)C1CC1 5-chloro-1-(1-cyclopropyl-1H-pyrazol-4-yl)-6-[4-(3,3-difluoroazetidin-1-yl)piperidin-1-yl]-1H-indazole